OC1=C(C(N(C2=CC=CC=C12)C)=O)N=NC1=CC(=CC=C1)[N+](=O)[O-] 4-hydroxy-1-methyl-3-[(3-nitrophenyl)azo]-2-quinolinone